C(C1=CC=NC=C1)(=O)OC1O[C@@H]([C@H]([C@H]([C@@H]1OC(C1=CC=NC=C1)=O)OC(C1=CC=NC=C1)=O)OC(C1=CC=NC=C1)=O)C#C (3S,4R,5R,6R)-6-ethynyl-tetrahydro-2H-pyran-2,3,4,5-tetrayl Tetraisonicotinate